CN1C(C2=CN=CC=C2C(=C1)C1=CC=C(OC2CCN(CC2)C(=O)OC(C)(C)C)C=C1)=O tert-butyl 4-(4-(2-methyl-1-oxo-1,2-dihydro-2,7-naphthyridin-4-yl)phenoxy)piperidine-1-carboxylate